4-amino-5-(trifluoromethyl)pyrrolo[2,1-f][1,2,4]triazin NC1=NC=NN2C1=C(C=C2)C(F)(F)F